(7S)-3-cyclopropyl-9-(2,6-difluorophenyl)-7-methyl-16-thia-2,4,5,8-tetraazatetracyclo[8.6.0.02,6.011,15]Hexadecan C1(CC1)C1N2C3SC4CCCC4C3C(N[C@H](C2NN1)C)C1=C(C=CC=C1F)F